(S)-3-methyl-4-(2,2,2-trifluoroacetyl)piperazine-1-carboxylic acid tert-butyl ester C(C)(C)(C)OC(=O)N1C[C@@H](N(CC1)C(C(F)(F)F)=O)C